C(CC(C)C)C1=NC2=C(N1C(=O)N)C=CC=C2N2CCOCCC2 iso-Pentyl-4-(1,4-oxazepan-4-yl)-1H-benzo[d]imidazole-1-carboxamide